3-(8-(2,6-dimethoxyphenyl)quinoxalin-5-yl)propionic acid COC1=C(C(=CC=C1)OC)C=1C=CC(=C2N=CC=NC12)CCC(=O)O